2-Amino-5-hydroxybenzoic acid NC1=C(C(=O)O)C=C(C=C1)O